C(#N)C1=NC=CC(=C1)CNC(OC(C)(C)C)=O t-Butyl ((2-cyanopyridin-4-yl)methyl)carbamate